acrylic acid nonafluorohexyl ester FC(C(C(F)(F)OC(C=C)=O)(F)F)(CCC(F)(F)F)F